CC=1N=C2N(N=C(C=C2C23CC(C2)(C3)C(F)(F)F)[C@H]3C[C@H](OCC3)C=3C=NN(C3)C3COC3)C(C1C)=O 2,3-dimethyl-7-[(2S,4R)-2-[1-(oxetan-3-yl)pyrazol-4-yl]tetrahydropyran-4-yl]-9-[3-(trifluoromethyl)-1-bicyclo[1.1.1]pentanyl]pyrimido[1,2-b]pyridazin-4-one